tin-zinc-silver [Ag].[Zn].[Sn]